3-(1,1-difluoro-2-(isopropylamino)-2-oxoethyl)-N-(3,4-difluorophenyl)-4-fluorobenzamide FC(C(=O)NC(C)C)(F)C=1C=C(C(=O)NC2=CC(=C(C=C2)F)F)C=CC1F